BrC1=C(C=CC=C1)N1C=CC2=C1N=C(N=C2)Cl 7-(2-Bromophenyl)-2-chloro-pyrrolo[2,3-d]pyrimidine